C(C)N(S(=O)(=O)NC=1C(=C(C(=O)C2=CNC3=NC=C(C(=C32)F)C=3C=NC(=NC3)N3CCNCC3)C(=CC1)F)F)C 3-[3-[[ethyl(methyl)sulfamoyl]amino]-2,6-difluoro-benzoyl]-4-fluoro-5-(2-piperazin-1-ylpyrimidin-5-yl)-1H-pyrrolo[2,3-b]pyridine